The molecule is a phenolate anion that is the conjugate base of 2,3',4,6-tetrahydroxybenzophenone, obtained by deprotonation of the phenolic hydroxy group at position 2; major species at pH 7.3. It is a conjugate base of a 2,3',4,6-tetrahydroxybenzophenone. C1=CC(=CC(=C1)O)C(=O)C2=C(C=C(C=C2[O-])O)O